CN1N=CC=2C1=NC(=NC2N)NC[C@@H]2NCCC2 1-methyl-6-N-[[(2R)-pyrrolidin-2-yl]methyl]pyrazolo[3,4-d]pyrimidine-4,6-diamine